(S)-2-(1-aminoethyl)-5-chloro-3-cyclopropylquinazolin-4(3H)-one hydrochloride Cl.N[C@@H](C)C1=NC2=CC=CC(=C2C(N1C1CC1)=O)Cl